C(#N)C1=CC=CC(=N1)SC=1C=2N(C=C(C1)C=1C=NN(C1)[C@@H]1CNCCC1)N=CC2C#N 4-[(6-cyano-2-pyridyl)sulfanyl]-6-[1-[(3S)-3-piperidyl]pyrazol-4-yl]pyrazolo[1,5-a]pyridine-3-carbonitrile